6-(thiophen-3-yl)-2,3,4,9-tetrahydro-1H-carbazol-1-one S1C=C(C=C1)C=1C=C2C=3CCCC(C3NC2=CC1)=O